3-fluoro-4-[fluoro[4-(trifluoromethyl)phenyl]methyl]-5-(2H-1,2,3-triazol-2-yl)pyridine FC=1C=NC=C(C1C(C1=CC=C(C=C1)C(F)(F)F)F)N1N=CC=N1